CN(CC(=O)O)S(=O)(=O)C1=CC=C(C=C1)N1[C@@H]2C[C@H]([C@H](C1)C2)OCC=2C(=NOC2C2CC2)C2=C(C=CC=C2Cl)Cl 2-{N-methyl-4-[(1S,4S,5R)-5-{[5-cyclopropyl-3-(2,6-dichlorophenyl)-1,2-oxazol-4-yl]methoxy}-2-azabicyclo[2.2.1]heptan-2-yl]benzenesulfonylamino}acetic acid